NC1=C(C=2C(=NC=CN2)N1C1=C(C(=CC=C1C)O)C)C(=O)C=1NC2=C(C=CC=C2C1)NCC (6-amino-5-(3-hydroxy-2,6-dimethylphenyl)-5H-pyrrolo[2,3-b]pyrazin-7-yl)(7-(ethylamino)-1H-indol-2-yl)methanone